4-(5-(benzyloxy)-2,4-difluorophenyl)piperazine C(C1=CC=CC=C1)OC=1C(=CC(=C(C1)N1CCNCC1)F)F